methyl 4-(8,8,11-trimethyl-4-oxo-2-(2-oxopropyl)-5-pentyl-8a,9,10,12a-tetrahydro-4H,8H-benzo[c][1,3]dioxino[4,5-f]chromen-2-yl)benzoate CC1(OC2=CC(=C3C(=C2C2C1CCC(=C2)C)OC(OC3=O)(CC(C)=O)C3=CC=C(C(=O)OC)C=C3)CCCCC)C